tert-butyl 3-oxo-4-prop-2-ynyl-piperazine-1-carboxylate O=C1CN(CCN1CC#C)C(=O)OC(C)(C)C